tert-butyl (E)-2-methyl-2-(4-(3-(6-(methylthio)benzofuran-2-yl)-3-oxoprop-1-en-1-yl)phenoxy)propanoate CC(C(=O)OC(C)(C)C)(C)OC1=CC=C(C=C1)\C=C\C(=O)C=1OC2=C(C1)C=CC(=C2)SC